nonyl 8-((6-((4,4-bis(octyloxy)butanoyl)oxy)hexyl)(3-hydroxypropyl)amino)octanoate C(CCCCCCC)OC(CCC(=O)OCCCCCCN(CCCCCCCC(=O)OCCCCCCCCC)CCCO)OCCCCCCCC